3-(3-methyl-3-trifluoromethyl-3,4-dihydroisoquinolin-1-yl)quinoline CC1(N=C(C2=CC=CC=C2C1)C=1C=NC2=CC=CC=C2C1)C(F)(F)F